Chloro-7-(2-Fluoro-6-hydroxyphenyl)pyrido[2,3-d]pyrimidin-2(1H)-one ClN1C(N=CC2=C1N=C(C=C2)C2=C(C=CC=C2O)F)=O